FCOC1=C(C=CC(=C1)S(=O)(=O)C)NCC#CC=1N(C=2C=CC=C(C2C1)NC1CCC(CC1)N1CCC2(COC2)CC1)CC(F)(F)F 2-(3-{[2-(fluoro-methoxy)-4-methane-sulfonylphenyl]amino}prop-1-yn-1-yl)-N-[(1S,4S)-4-{2-oxa-7-azaspiro[3.5]nonan-7-yl}cyclohexyl]-1-(2,2,2-trifluoroethyl)-1H-indol-4-amine